C(=O)(OCC1C2=CC=CC=C2C2=CC=CC=C12)N1[C@@H](CCC1)C(=O)O N-Fmoc-proline